C(C)(C)(C)OC(=O)N[C@H](C(C#N)NC1=C(C(=O)OC)C=C(C=C1)C=1C=NC(=NC1)OCC)CC1=CNC2=CC=CC=C12 methyl 2-(((2S)-2-((tert-butoxycarbonyl)amino)-1-cyano-3-(1H-indol-3-yl)propyl)amino)-5-(2-ethoxypyrimidin-5-yl)benzoate